dimethylsilanediylzirconium(IV) dichloride [Cl-].[Cl-].C[Zr](=[SiH2])C